C(C)N1N=CC(=C1)CCCOC1=NC=CC(=C1)C1=NOC(=N1)C(F)(F)F 2-[3-(1-ethyl-1H-pyrazol-4-yl)propoxy]-4-[5-(trifluoromethyl)-1,2,4-oxadiazol-3-yl]pyridine